3-(6,8-dihydro-5H-[1,2,4]triazolo[3,4-c][1,4]oxazin-3-yl)-6-fluoro-1-(4-(morpholinomethyl)phenyl)-1,4-dihydrothiochromeno[4,3-c]pyrazole 5,5-dioxide N=1N=C(N2C1COCC2)C=2C1=C(N(N2)C2=CC=C(C=C2)CN2CCOCC2)C=2C=CC=C(C2S(C1)(=O)=O)F